((1r,4r)-4-(5-((1-Cyclopropyl-2-oxo-1,2-dihydropyridin-3-yl)carbamoyl)-6-methoxy-2H-indazol-2-yl)cyclohexyl)methyl methanesulfonate CS(=O)(=O)OCC1CCC(CC1)N1N=C2C=C(C(=CC2=C1)C(NC=1C(N(C=CC1)C1CC1)=O)=O)OC